O[C@@]1(C(N(CC1)C)=O)C1=CC(=NO1)C=1C=C(C=CC1)C1=NC(=NC=C1)C(=O)OC Methyl (R)-4-(3-(5-(3-hydroxy-1-methyl-2-oxopyrrolidin-3-yl)isoxazol-3-yl)phenyl)pyrimidine-2-carboxylate